NNC(=S)NC 1-amino-3-methyl-thiourea